C1(=CC=CC=C1)C(=CN1C=CC=C1)C1=CC=CC=C1 1-(2,2-diphenylvinyl)-1H-pyrrole